FC(C=1C(=C(C=CC1)[C@@H](C)N)F)F (1R)-1-[3-(difluoromethyl)-2-fluorophenyl]ethylamine